6-bromo-3-iodo-N-methylimidazo[1,2-a]pyrazin-8-amine BrC=1N=C(C=2N(C1)C(=CN2)I)NC